C(C)N1C(CCC(C1)C)C N-ethyl-2,5-dimethylpiperidine